(R)-1-(1-Amino-2-((tert-butyldiphenylsilyl)oxy)ethyl)cyclopropane-1-carbonitrile N[C@@H](CO[Si](C1=CC=CC=C1)(C1=CC=CC=C1)C(C)(C)C)C1(CC1)C#N